ClC1=NC=2C(=CC=CC2C=2N1N=C(N2)C=2C=NN(C2)C(C)C)C2CC2 5-chloro-7-cyclopropyl-2-[1-(propan-2-yl)-1H-pyrazol-4-yl][1,2,4]triazolo[1,5-c]quinazoline